ClC1=CC2=C3C=4N(CCOC4N=C2C(=C1)F)C(C1CN(C(CN13)C)C(=O)[O-])=C=O 12-chloro-10-fluoro-2-methyl-5-carbonyl-1,2,4a,5,6,7-hexahydro-8-oxa-3,5a,9,13c-Tetrazanaphtho[3,2,1-de]anthracene-3(4H)-carboxylate